C[C@H]1CN(C2=C(C=CC=C2C1)C)S(=O)(=O)C1=C(C=C(C=C1)C=1C=NN(C1)C)C (R)-3,8-dimethyl-1-((2-methyl-4-(1-methyl-1H-pyrazol-4-yl)phenyl)sulfonyl)-1,2,3,4-tetrahydroquinoline